F[C@H]1CN(CC[C@H]1OC([2H])([2H])[2H])C1=NC(=NC=N1)NC=1N=CC2=C(C=CC(=C2C1)C(C)C)N1CCC2(CCO2)CC1 N-(4-((3S,4R)-3-fluoro-4-(methoxy-d3)piperidin-1-yl)-1,3,5-triazin-2-yl)-5-isopropyl-8-(1-oxa-7-azaspiro[3.5]nonan-7-yl)isoquinolin-3-amine